benzyl (R)-2-(((tert-butoxycarbonyl)amino)methyl)azetidine-1-carboxylate C(C)(C)(C)OC(=O)NC[C@@H]1N(CC1)C(=O)OCC1=CC=CC=C1